benzyl 4-(1-(1-(tert-butoxycarbonyl)piperidin-4-yl)ethyl)piperazine-1-carboxylate C(C)(C)(C)OC(=O)N1CCC(CC1)C(C)N1CCN(CC1)C(=O)OCC1=CC=CC=C1